F[C@@H]1[C@@]2(CC[C@](C[C@H]1OC=1N=NC(=CN1)C1=C(C=C(C=C1)N1N=C(N=N1)C)O)(N2)C)C 2-(3-(((1S,2R,3R,5R)-2-fluoro-1,5-dimethyl-8-azabicyclo[3.2.1]octan-3-yl)oxy)-1,2,4-triazin-6-yl)-5-(5-methyl-2H-tetrazol-2-yl)phenol